trans-4-(hydroxymethyl)cyclohexan-1-ol OC[C@@H]1CC[C@H](CC1)O